C(C)O[C@H]1[C@@H](SC=2C(=NC=C(C2)Cl)Br)O[C@@H]([C@@H]([C@@H]1N1N=NC(=C1)C1=CC(=C(C(=C1)F)F)F)O)CO 2-bromo-5-chloro-pyridin-3-yl 3-deoxy-2-O-ethyl-3-[4-(3,4,5-trifluorophenyl)-1H-1,2,3-triazol-1-yl]-1-thio-α-D-galactopyranoside